tert-Butyl 4-((2R,3R)-1-(3-cyano-6-(4-oxo-1-oxa-8-azaspiro[4.5]decan-8-yl)-2-(trifluoromethyl)pyridin-4-yl)-2-methylazetidin-3-yl)piperazine-1-carboxylate C(#N)C=1C(=NC(=CC1N1[C@@H]([C@@H](C1)N1CCN(CC1)C(=O)OC(C)(C)C)C)N1CCC2(C(CCO2)=O)CC1)C(F)(F)F